2-(6-(((1R,3S,5S)-8-azabicyclo[3.2.1]octan-3-yl)(methyl)amino)pyridazin-3-yl)-5-(3-methyl-1H-pyrazol-1-yl)phenol [C@H]12CC(C[C@H](CC1)N2)N(C2=CC=C(N=N2)C2=C(C=C(C=C2)N2N=C(C=C2)C)O)C